C([C@H](O)[C@H](O)CO)O erythritol